2-[(E)-2-(aminomethyl)-3-fluoro-allyl]-4-[4-(2,1,3-benzooxadiazol-5-yl)-2-fluoro-phenyl]-1,2,4-triazol-3-one NC/C(/CN1N=CN(C1=O)C1=C(C=C(C=C1)C1=CC=2C(=NON2)C=C1)F)=C\F